C5,6-dichloropyridin-3-amine ClC=1C=C(C=NC1Cl)N